Cl.FC1=C(C(=CC=C1)F)C=1C=C2C(=NNC2=CC1)NC(=O)C1CCN(CC1)C N-[5-(2,6-difluorophenyl)-1H-indazol-3-yl]-1-methylpiperidine-4-carboxamide hydrochloride